ethylaminoallylamine C(C)NC=CCN